C(#N)CC1N(C(CNC1)C)C(=O)OC(C)(C)C tert-butyl 2-(cyanomethyl)-6-methylpiperazine-1-carboxylate